6-hydroxy-8-methyl-2-thieno[2,3-c]pyridin-5-yl-3-(2-trimethylsilyl-ethoxymethyl)-3H-quinazolin-4-one OC=1C=C2C(N(C(=NC2=C(C1)C)C=1C=C2C(=CN1)SC=C2)COCC[Si](C)(C)C)=O